C1(=CC=CC=C1)NC=CC(=O)C1CC1 3-(phenylamino)-1-cyclopropyl-2-propen-1-one